2,5-diamino-3,4,6-triethyltoluene NC1=C(C)C(=C(C(=C1CC)CC)N)CC